ClC=1C(=CC(=NC1)C=C)C1=NC=2C=CC3=C(C2C=C1)C1=C(S3)C(N[C@@H](CN1)C)=O (R)-3-(5-chloro-2-vinylpyridin-4-yl)-10-methyl-9,10,11,12-tetrahydro-8H-[1,4]diazepino[5',6':4,5]thieno[3,2-f]quinolin-8-one